4-pyrancarboxylic acid O1CC=C(C=C1)C(=O)O